(R,E)-1-(4-acetyl-3-(3-chloro-5-(2-methyl-2H-tetrazol-5-yl)phenyl)piperazin-1-yl)-3-chlorobut-2-en-1-one C(C)(=O)N1[C@@H](CN(CC1)C(\C=C(/C)\Cl)=O)C1=CC(=CC(=C1)C=1N=NN(N1)C)Cl